tert-butyl (6R,7S)-2-[7-[2,4-difluoro-6-(2-methoxyethoxy) phenyl]-4-hydroxy-thieno[3,2-c]pyridin-6-yl]-6,7-dimethyl-6,7-dihydro-4H-pyrazolo[1,5-a]pyrazine-5-carboxylate FC1=C(C(=CC(=C1)F)OCCOC)C=1C2=C(C(=NC1C1=NN3C(CN([C@@H]([C@@H]3C)C)C(=O)OC(C)(C)C)=C1)O)C=CS2